(5-(5-bromopyridin-2-yl)isoxazol-3-yl)methanol BrC=1C=CC(=NC1)C1=CC(=NO1)CO